C(C)(C)C1=C(C=CC=C1)C1=NC=C2NC(N(C2=N1)CC1=CC=C(C=C1)N1N=CC=C1OC)=O 2-(2-isopropylphenyl)-9-(4-(5-methoxy-1H-pyrazol-1-yl)benzyl)-7,9-dihydro-8H-purin-8-one